BrC1(C(C=CC=C1)C(C)=O)F 2'-bromo-o-fluoroacetophenone